NC=1C2=C(N(C(N1)=O)C=1C(=NC=CC1)C#N)N=C(C=C2)C2CC2 3-(4-amino-7-cyclopropyl-2-oxopyrido[2,3-d]pyrimidin-1(2H)-yl)picolinonitrile